fluoropropenyl-trimethoxysilane FCC=C[Si](OC)(OC)OC